C(#N)\C=C(\C(=O)OCC)/O.[Na] Sodium (Z)-1-cyano-3-ethoxy-3-oxoprop-1-en-2-ol